CS(=O)(=O)OCC1=CC(=C(C=C1)CN1N=C(C=2N=C(N=C(C21)N[C@H](CCO[Si](C2=CC=CC=C2)(C2=CC=CC=C2)C(C)(C)C)CCC)NC(=O)OC)F)OC (S)-4-((7-((1-((tert-butyldiphenylsilyl) oxy) hex-3-yl) amino)-3-fluoro-5-((methoxycarbonyl) amino)-1H-pyrazolo[4,3-d]pyrimidin-1-yl) methyl)-3-methoxybenzyl methanesulfonate